1-(5-(tert-butoxy)-3-fluoropyridin-2-yl)-N-(3-chloro-5-(methylsulfonyl)phenyl)-5-methyl-1H-pyrrole-3-carboxamide C(C)(C)(C)OC=1C=C(C(=NC1)N1C=C(C=C1C)C(=O)NC1=CC(=CC(=C1)S(=O)(=O)C)Cl)F